1-(1,3-oxazol-2-yl)methanamine O1C(=NC=C1)CN